4-((1-(4-(2-(2-Aminopyridin-3-yl)-5-(5-oxo-1,4-diazepan-1-yl)-3H-imidazo[4,5-b]pyridin-3-yl)benzyl)piperidin-4-yl)amino)pyrimidine-2-carbonitrile NC1=NC=CC=C1C1=NC=2C(=NC(=CC2)N2CCNC(CC2)=O)N1C1=CC=C(CN2CCC(CC2)NC2=NC(=NC=C2)C#N)C=C1